2-(5-bromo-4-chloropyridin-3-yl)acetonitrile BrC=1C(=C(C=NC1)CC#N)Cl